C1(CCCC1)C=1C=2CCN(C(C2C(=C2C1OC(O2)(C)C21CCC(CC2)(CC1)N(C)C)C)=O)CC=1C(NC(=CC1C)C)=O 9-cyclopentyl-6-((4,6-dimethyl-2-oxo-1,2-dihydropyridin-3-yl)methyl)-2-(4-(dimethylamino)bicyclo[2.2.2]oct-1-yl)-2,4-dimethyl-7,8-dihydro-[1,3]dioxolo[4,5-g]isoquinolin-5(6H)-one